C(C)OC(\C=C\C=1C(=C2C=CN=CC2=CC1)[N+](=O)[O-])=O (E)-3-(5-nitro-6-isoquinolinyl)prop-2-enoic acid ethyl ester